O1C(=CC=C1)C1=CC=C(S1)C=C(C#N)C#N 2-(5-furan-2-yl-thiophen-2-ylmethylene)malononitrile